CC1=C(C=CC2=C1OC(C=1CN(CCC12)C(=O)C1=CC(=C(C=C1)NS(=O)(=O)C)OC(F)(F)F)=O)N1CC(N(CC1)C)(C)C N-(4-(7-methyl-5-oxo-8-(3,3,4-trimethylpiperazin-1-yl)-1,3,4,5-tetrahydro-2H-chromeno[3,4-c]pyridine-3-carbonyl)-2-(trifluoromethoxy)phenyl)methanesulfonamide